N-tert-butyl-N'-tetradecyl-amino-propanediamidine C(C)(C)(C)NC(C(C(=N)NCCCCCCCCCCCCCC)N)=N